N[C@H](C=1OC2=C(N1)C(=C(C=C2)[C@H](N2C(N[C@H](C2)C(F)(F)F)=O)C2CC2)F)C2CCC(CC2)(F)F |o1:11,15| (R or S)-1-((R or S)-(2-((S)-amino(4,4-difluorocyclohexyl)methyl)-4-fluorobenzo[d]oxazol-5-yl)(cyclopropyl)methyl)-4-(trifluoromethyl)imidazolidin-2-one